Cl.FC1=CC=C(C=C1)C1=NN2C(CNCC2CCO)=C1C1=CC=NC=C1 2-[2-(4-fluorophenyl)-3-(pyridin-4-yl)-4,5,6,7-tetrahydropyrazolo[1,5-a]pyrazin-7-yl]ethan-1-ol hydrogen chloride